CC(C(=O)O)(C)C1=NC=C(C=C1)C 2-methyl-2-(5-methylpyridin-2-yl)propanoic acid